[Li].[Al] aluminium lithium salt